(3r,4r)-1-[(3S)-7-(ethylamino)-5-fluoro-3-methyl-2-oxo-dihydro-indol-3-yl]-N,4-diphenyl-piperidine-3-carboxamide C(C)NC=1C=C(CC2[C@](C(NC12)=O)(C)N1C[C@@H]([C@@H](CC1)C1=CC=CC=C1)C(=O)NC1=CC=CC=C1)F